C(C)(C)(C)OC(=O)N[C@H](CC1=CC=C(C=C1)O)C(=O)O t-butoxycarbonyl-D-tyrosine